BrC=1C(=CC=2N(C1C)N=C(N2)C(=O)OC)C methyl 6-bromo-5,7-dimethyl-[1,2,4]triazolo[1,5-a]pyridine-2-carboxylate